S1C(=NC=C1)NCCCC1=CC=CC=C1 3-(2-thiazolyl-amino)-1-phenyl-propane